FC1=C(C=C(C(=C1)F)C)C1=CN=C(C=2N1C=CN2)NC=2C=NN(C2)C2CCN(CC2)C(=O)OC(C)(C)C tert-butyl 4-(4-((5-(2,4-difluoro-5-methylphenyl)imidazo[1,2-a]pyrazin-8-yl)amino)-1H-pyrazol-1-yl)piperidine-1-carboxylate